rac-4-(2,4-dimethylphenyl)butane-1,3-diamine CC1=C(C=CC(=C1)C)C[C@H](CCN)N |r|